NCC=1C=C(C=CC1)C=1C=C2C(=NN(C2=CC1)CC1CC1)COC1=C(C=CC=C1)CC(=O)O 2-(2-((5-(3-(aminomethyl)phenyl)-1-(cyclopropylmethyl)-1H-indazol-3-yl)methoxy)phenyl)acetic acid